1,1,1,3,3,3-Hexafluoropropan-2-yl 4-(2-(5-methylhexahydropyrrolo[3,4-c]pyrrol-2(1H)-yl)-4-(trifluoromethyl)benzyl)piperazine-1-carboxylate CN1CC2C(C1)CN(C2)C2=C(CN1CCN(CC1)C(=O)OC(C(F)(F)F)C(F)(F)F)C=CC(=C2)C(F)(F)F